SN sulfydryl-amine